P(=O)(OCCCCCCCC)(OCCCCCCCC)OCCCCCCCC Trioctyl phosphat